BrC=1C=CC2=C(C(=CO2)COC2=C(C=CC(=C2)NC(=O)OC(C)(C)C)CC(=O)OCC)C1 ethyl 2-(2-((5-bromobenzofuran-3-yl)methoxy)-4-((tert-butoxycarbonyl)amino)phenyl)acetate